NC1=CC=C(C(=O)NC=2C=NC=NC2)C=C1 4-amino-N-(pyrimidin-5-yl)benzamide